C(C)(C)(C)OC([C@@H](NCCN1C(C=CC1=O)=O)CCC(N)=O)=O tert-butyl-N-[2-(2,5-dioxo-2,5-dihydro-1H-pyrrol-1-yl)ethyl]-L-glutaminat